ethyl 4-amino-2-(4-(quinoxalin-2-yl)piperazin-1-yl)pyrimidine-5-carboxylate NC1=NC(=NC=C1C(=O)OCC)N1CCN(CC1)C1=NC2=CC=CC=C2N=C1